NC(CCN1C2=NC(=NC=C2N=C1NC1=CC(=CC(=C1)C(F)(F)F)Cl)NC(C)(C)C)C 9-(3-Aminobutyl)-N2-(tert-butyl)-N8-(3-chloro-5-(trifluoromethyl)phenyl)-9H-purine-2,8-diamine